ClC1=C(OC=2C=CC(=C(C2)S(=O)(=O)NCCOC)O)C(=CC(=C1)N1N=C(C(NC1=O)=O)C(F)F)Cl 5-(2,6-dichloro-4-(6-(difluoromethyl)-3,5-dioxo-4,5-dihydro-1,2,4-triazin-2(3H)-yl)phenoxy)-2-hydroxy-N-(2-methoxyethyl)benzenesulfonamide